2,2,2-Trifluoroethyl 3-(3-(3-fluorophenyl)-1H-indazol-1-yl)-2,2-dimethylpropanoate FC=1C=C(C=CC1)C1=NN(C2=CC=CC=C12)CC(C(=O)OCC(F)(F)F)(C)C